C(C)(C)(C)OC(=O)N1C=2N(CC(C1)COS(=O)(=O)C)N=CC2CC2=CC=C(C=C2)C(F)(F)F tert-butyl-6-(((methylsulfonyl)oxy)methyl)-3-(4-(trifluoromethyl)benzyl)-6,7-dihydropyrazolo[1,5-a]pyrimidine-4(5H)-carboxylate